3-methylsulfanyl-2,4-dithiolane CSC1SCCS1